ClC=1C=C(C=CC1C(=O)N1CCN(CC1)C(C[C@H]1CNCC1)=O)NC(=O)C=1N(C(=CN1)C1=C(C(=C(C=C1)OC)F)C#N)C N-[3-chloro-4-[4-[2-[(3S)-pyrrolidin-3-yl]acetyl]piperazine-1-carbonyl]phenyl]-5-(2-cyano-3-fluoro-4-methoxy-phenyl)-1-methyl-imidazole-2-carboxamide